7-[(8aS)-hexahydropyrrolo[1,2-a]pyrazin-2(1H)-yl]-2-(2-methyl-1,3-benzothiazol-5-yl)-4H-pyrido[1,2-a]pyrimidin-4-one C1[C@H]2N(CCN1C=1C=CC=3N(C(C=C(N3)C=3C=CC4=C(N=C(S4)C)C3)=O)C1)CCC2